ClC1=C(C=CC(=C1)O)NC(=O)NC1=CC=C(C=C1)C(F)(F)F 1-(2-chloro-4-hydroxyphenyl)-3-(4-(trifluoromethyl)phenyl)urea